3-(2-chloro-4-methylphenoxy)benzoic acid ClC1=C(OC=2C=C(C(=O)O)C=CC2)C=CC(=C1)C